[4-azido-2-[[(1S)-2-[2,2-bis(4-fluorophenyl)-1-methyl-ethoxy]-1-methyl-2-oxo-ethyl]carbamoyl]-3-pyridyl]oxymethyl 2-methylpropanoate CC(C(=O)OCOC=1C(=NC=CC1N=[N+]=[N-])C(N[C@H](C(=O)OC(C(C1=CC=C(C=C1)F)C1=CC=C(C=C1)F)C)C)=O)C